tert-butyl 4-((4-(5-(2,6-dioxopiperidin-3-yl)pyridin-2-yl)piperazin-1-yl)methyl)piperidine-1-carboxylate O=C1NC(CCC1C=1C=CC(=NC1)N1CCN(CC1)CC1CCN(CC1)C(=O)OC(C)(C)C)=O